IC=1C=C(C(=O)OC)C=CC1SCC1=CN=CO1 methyl 3-iodo-4-((oxazol-5-ylmethyl)thio)benzoate